18-fluoro-5-(4-methylpiperazin-1-yl)-7,13-dioxa-21,24,25-triazahexacyclo[18.5.2.12,6.09,11.014,19.023,26]octacosa-1(25),2,4,6(28),14(19),15,17,20,22,26-decaene FC1=CC=CC=2OCC3CC3COC=3C(=CC=C(C4=NNC5=CN=C(C12)C=C45)C3)N3CCN(CC3)C